(4-methoxy-6-methyl-2-vinylpyrimidin-5-yl)methanol COC1=NC(=NC(=C1CO)C)C=C